FC(C(=O)O)(F)F.FC1=CC(=CC2=CN(N=C12)C)NC(=O)N1CCC=2C1=NC=CC2N2C[C@@H](CC2)NC (R)-N-(7-fluoro-2-methyl-2H-indazol-5-yl)-4-(3-(methylamino)pyrrolidin-1-yl)-2,3-dihydro-1H-pyrrolo[2,3-b]pyridine-1-carboxamide 2,2,2-trifluoroacetate